BrC=1C=C(C(=NC1)OC)NS(=O)(=O)C1=C(C=NC=C1)F N-(5-bromo-2-methoxypyridin-3-yl)-3-fluoropyridine-4-Sulfonamide